3''-chloro-4''-((4-chloro-2-fluorobenzyl)oxy)-3-(2-hydroxypropan-2-yl)-5',6''-dimethyl-2H,2''H-[1,2':4',1''-terpyridine]-2,2''-dione ClC=1C(N(C(=CC1OCC1=C(C=C(C=C1)Cl)F)C)C1=CC(=NC=C1C)N1C(C(=CC=C1)C(C)(C)O)=O)=O